1-[(2-cyano-4-{6,6-difluoro-3-azabicyclo[3.1.0]hex-3-yl}phenyl)methyl]-1H-pyrazole-4-carboxylic acid C(#N)C1=C(C=CC(=C1)N1CC2C(C2C1)(F)F)CN1N=CC(=C1)C(=O)O